C1(CCC(N1N1C(C=CC=C1)SSCCC(=O)O)=O)=O.CC=1C(=NC=CC1)C=1NC=CC1 methyl-2-(1H-pyrrol-2-yl)pyridine N-succinimidyl-3-(2-pyridyldithio)propionate